calcium 2-ethylbutanoate C(C)C(C(=O)[O-])CC.[Ca+2].C(C)C(C(=O)[O-])CC